[4-(5-Bromothiazol-2-yl)cyclohexyloxy]-tert-butyl-diphenyl-silane BrC1=CN=C(S1)C1CCC(CC1)O[Si](C1=CC=CC=C1)(C1=CC=CC=C1)C(C)(C)C